C(C)OC=1C(=CC(=NC1)C1=NOC(=N1)C1CCN(CC1)C(CN1C(C2=CC=CC=C2C1)=O)=O)OC 2-[2-[4-[3-(5-ethoxy-4-methoxy-2-pyridyl)-1,2,4-oxadiazol-5-yl]-1-piperidyl]-2-oxo-ethyl]isoindolin-1-one